N[C@H]1CN(CC1)S(=O)(=O)N (R)-3-aminopyrrolidine-1-sulfonamide